CC1(C(C(C=2CCCCC12)(C)C)C)C 1,2,3,5,6,7-Hexahydro-1,1,2,3,3-pentamethyl-4H-inden